2-[3-(6-methyl-2-pyridyl)-1H-pyrazol-4-yl]-7-(1H-triazol-4-yl)-1,5-naphthyridine CC1=CC=CC(=N1)C1=NNC=C1C1=NC2=CC(=CN=C2C=C1)C=1N=NNC1